FCCOC=1C=C(C=CC1)C=1C=C2CC(C(C2=CC1)NC(O[C@@H]1CN2CCC1CC2)=O)(C)C (S)-quinuclidin-3-yl (5-(3-(2-fluoroethoxy)phenyl)-2,2-dimethyl-2,3-dihydro-1H-inden-1-yl)carbamate